2,3,5,6-tetramethylpyrazine trihydrate O.O.O.CC1=NC(=C(N=C1C)C)C